(S)-3-(5-(4-((1-(5-aminopyridin-2-yl)piperidin-4-yl)methyl)piperazin-1-yl)-1-oxoisoindolin-2-yl)piperidine-2,6-dione NC=1C=CC(=NC1)N1CCC(CC1)CN1CCN(CC1)C=1C=C2CN(C(C2=CC1)=O)[C@@H]1C(NC(CC1)=O)=O